BrC1=CC=C(C=C1)C(C#N)=CC=1C2=CC=CC=C2C=C2C=CC=CC12 2-(4-bromophenyl)-3-(anthracen-9-yl)acrylonitrile